CC1=CC=CC(=N1)C1=C(N=CN1)C=1C=C2C=C(C=NC2=CC1)N1C[C@@H](CC1)C(=O)OC1CNC1 azetidin-3-yl (R)-1-(6-(5-(6-methylpyridin-2-yl)-1H-imidazol-4-yl)quinolin-3-yl)pyrrolidine-3-carboxylate